ethyl 8-bromoindolizine-3-carboxylate BrC1=CC=CN2C(=CC=C12)C(=O)OCC